C(C)(C)OC1CS(CC1)(=O)=O 3-isopropoxytetrahydrothiophene 1,1-dioxide